4-((4-(1-(4-chloro-2-fluorophenyl)piperidin-4-yl)-2-methyl-1H-imidazol-1-yl)sulfonyl)-N,N-dimethylbenzenesulfonamide ClC1=CC(=C(C=C1)N1CCC(CC1)C=1N=C(N(C1)S(=O)(=O)C1=CC=C(C=C1)S(=O)(=O)N(C)C)C)F